ClC1=C(C(=NN1C1=CC=CC=C1)C)C=O chloro-3-methyl-1-phenyl-4-pyrazolecarboxaldehyde